6-(3-(2-(1-(2-methylpyridin-4-yl)cyclobutoxy)acetyl)-3,8-diazabicyclo[3.2.1]octan-8-yl)nicotinonitrile CC1=NC=CC(=C1)C1(CCC1)OCC(=O)N1CC2CCC(C1)N2C2=NC=C(C#N)C=C2